4-[8-[[6-cyclopropyl-3-ethoxy-5-(4-fluorophenyl)pyrazin-2-yl]methyl]-2-oxo-1-oxa-3,8-diazaspiro[4.5]decan-3-yl]benzenesulfonic acid C1(CC1)C1=C(N=C(C(=N1)CN1CCC2(CN(C(O2)=O)C2=CC=C(C=C2)S(=O)(=O)O)CC1)OCC)C1=CC=C(C=C1)F